CSC(C(=O)[C@@]1([C@H](O)[C@H](O)[C@@H](CO)O1)N1C=NC=2C(NO)=NC=NC12)C(C)C 2-methylsulfanyl-N6-hydroxyisovaleryl-adenosine